tert-butyl (4-(5-(2-chlorobenzamido)-1-methyl-1H-pyrazol-3-yl)phenyl)carbamate ClC1=C(C(=O)NC2=CC(=NN2C)C2=CC=C(C=C2)NC(OC(C)(C)C)=O)C=CC=C1